α-Resorcylic acid C(C1=CC(O)=CC(O)=C1)(=O)O